di-(tert-butyl)(3-ethoxyphenyl)phosphine C(C)(C)(C)P(C1=CC(=CC=C1)OCC)C(C)(C)C